3-(N,N-dimethylsulfamoyl)benzoic acid CN(S(=O)(=O)C=1C=C(C(=O)O)C=CC1)C